(S)-2-(benzo[d][1,3]dioxol-5-yl)-1-cyclopropyl-N-methyl-N-((R)-1-phenylethyl)ethan-1-amine O1COC2=C1C=CC(=C2)C[C@H](N([C@H](C)C2=CC=CC=C2)C)C2CC2